5-bromo-3-(1,3-dioxolan-2-yl)-2-methoxypyridine BrC=1C=C(C(=NC1)OC)C1OCCO1